C1(=C(C=CC=C1)C1CC(N(C=C1)S(=O)(=O)CC1=CC=CC=C1)=O)C 4-(o-tolyl)-1-toluenesulfonyl-3,4-dihydropyridin-2(1H)-one